C(C(C)C)C1=C(C=CC=C1)C1N(CCN(C1)CC1=CC=C(C=C1)OC)C1CC2(C1)CCN(CC2)C(=O)OC(C)(C)C tert-butyl 2-(2-(2-isobutylphenyl)-4-(4-methoxybenzyl) piperazin-1-yl)-7-azaspiro[3.5]nonane-7-carboxylate